(2-(difluoromethoxy)phenyl)ethan-1-ol FC(OC1=C(C=CC=C1)C(C)O)F